C(C)(C)(C)OC(=O)N1C(=NC2=C1C(=C(C(=C2)Cl)N2CCC(CC2)(F)F)Cl)CC2=CC=C(C=C2)S(=O)(=O)CC2CC2 5,7-dichloro-2-(4-((cyclopropylmethyl)sulfonyl)benzyl)-6-(4,4-difluoropiperidin-1-yl)-1H-benzo[d]imidazole-1-carboxylic acid tert-butyl ester